C(C)(C)(C)OC(=O)N[C@@H]1CN(C[C@@H]1CO)C(=O)OCC1=CC=CC=C1 benzyl (3S,4S)-3-((tert-butoxycarbonyl)amino)-4-(hydroxymethyl)pyrrolidine-1-carboxylate